C(C)OC(=O)C1=COC(=CC1=O)C1=C(C=C(C(=C1)Cl)OCC1=CC=CC=C1)OCC1=CC=CC=C1 6-(2,4-bis(benzyloxy)-5-chlorophenyl)-4-oxo-4H-pyran-3-carboxylic acid ethyl ester